2-O-(2-hydroxyisobutyl)-3-O-butyl-ascorbic acid OC(COC=1C(=O)O[C@@H](C1OCCCC)[C@@H](O)CO)(C)C